ClC1=CC=C(C=N1)NC1=NC=CC2=CC(=CC=C12)OCCOCCOC N-(6-chloropyridin-3-yl)-6-(2-(2-methoxyethoxy)ethoxy)isoquinolin-1-amine